(5-(7-fluoro-1-((2-(trimethylsilyl)ethoxy)methyl)-6-vinyl-1H-imidazo[4,5-c]pyridin-2-yl)-1-((2-(trimethylsilyl)ethoxy)methyl)-1H-pyrrol-3-yl)(2-(trifluoromethyl)phenyl)methanone FC=1C2=C(C=NC1C=C)N=C(N2COCC[Si](C)(C)C)C2=CC(=CN2COCC[Si](C)(C)C)C(=O)C2=C(C=CC=C2)C(F)(F)F